1-(5-phenyl-1,3,4-thiadiazol-2-yl)ethan-1-one C1(=CC=CC=C1)C1=NN=C(S1)C(C)=O